methyl (S)-3-(8-nitro-1-((cyclopropylmethyl)thio)-6-(2-fluorophenyl)-4H-benzo[f][1,2,4]triazolo[4,3-a][1,4]diazepin-4-yl)propionate [N+](=O)([O-])C=1C=CC2=C(C(=N[C@H](C=3N2C(=NN3)SCC3CC3)CCC(=O)OC)C3=C(C=CC=C3)F)C1